CC1=NC(=NN1C1=CC=C(C=C1)CC1=CC=C(C=C1)C1=CC=C(C=C1)C(=O)N1CCNCC1)C(=O)N 5-methyl-1-(4-((4'-(piperazine-1-carbonyl)-[1,1'-biphenyl]-4-yl)methyl)phenyl)-1H-1,2,4-triazole-3-carboxamide